2-(6-(4-cyclopropyl-4H-1,2,4-triazol-3-yl)pyridin-2-yl)-N,N-dimethyl-1-oxoisoindoline-5-carboxamide C1(CC1)N1C(=NN=C1)C1=CC=CC(=N1)N1C(C2=CC=C(C=C2C1)C(=O)N(C)C)=O